α,Nε-diacetyllysine C(C)(=O)[C@](N)(CCCCNC(C)=O)C(=O)O